OCC(N)(CO)C(=O)O α-(hydroxymethyl)serine